2-(Quinoline-2-carbonyl)-N-(thiophen-2-ylmethyl)hydrazine-1-carbothioamide N1=C(C=CC2=CC=CC=C12)C(=O)NNC(NCC=1SC=CC1)=S